N1(C=NC=C1)C=1C=CC(=C(C1)O)C1=CN=C(N=N1)C(=C)[C@H]1C[C@@]2(CC[C@H](C1)N2)C 5-(1H-imidazol-1-yl)-2-(3-(1-((1S,3R,5R)-1-methyl-8-azabicyclo[3.2.1]octan-3-yl)vinyl)-1,2,4-triazin-6-yl)phenol